N-(trans-4-((4-(1-(difluoromethyl)-1H-pyrazol-3-yl)-5-(trifluoromethyl)pyrimidin-2-yl)amino)cyclohexyl)-2-methoxy-N-(5-(1-methyl-1H-pyrazol-4-yl)pyrazin-2-yl)acetamide FC(N1N=C(C=C1)C1=NC(=NC=C1C(F)(F)F)N[C@@H]1CC[C@H](CC1)N(C(COC)=O)C1=NC=C(N=C1)C=1C=NN(C1)C)F